F[C@@H]1[C@H](C1)NC1=NC(=NC=C1C(F)(F)F)NC1=C2C=NN(C2=CC=C1)CCS(=O)(=O)C N4-((1S,2S)-2-fluorocyclopropyl)-N2-(1-(2-(methylsulfonyl)ethyl)-1H-indazol-4-yl)-5-(trifluoromethyl)pyrimidine-2,4-diamine